ClC1=C(CNC(=O)C2(C=3C=CC=NC3C(CC2)=C)O)C=CC=C1C(F)(F)F N-(2-chloro-3-(trifluoro-methyl)benzyl)-5-hydroxy-8-methylene-5,6,7,8-tetrahydro-quinoline-5-carboxamide